FC=1C=C(C=CC1)C=1N=NN(C1)[C@@H]1[C@H]([C@@H](O[C@@H]([C@@H]1O)CO)N(C(C1=CC(=CC=C1)C(F)(F)F)=O)C)O N-((2R,3R,4S,5R,6R)-4-(4-(3-fluorophenyl)-1H-1,2,3-triazol-1-yl)-3,5-dihydroxy-6-(hydroxymethyl)tetrahydro-2H-pyran-2-yl)-N-methyl-3-(trifluoromethyl)benzamide